S(N)(=O)(=O)C1=CC=C(C=C1)NC(=O)NC(C(C)(C)C)=O N-(4-sulfamoylphenylcarbamoyl)trimethylacetamide